tert-butyl (3R)-3-[chlorocarbonyl-(8-methyl-1-isoquinolyl)amino]piperidine-1-carboxylate ClC(=O)N([C@H]1CN(CCC1)C(=O)OC(C)(C)C)C1=NC=CC2=CC=CC(=C12)C